Ethyl 5-fluoro-6-(4-methylpiperazin-1-yl)benzo[b]thiophene-2-carboxylate FC1=CC2=C(SC(=C2)C(=O)OCC)C=C1N1CCN(CC1)C